(1-(4-chlorobenzyl)piperidin-3-yl)-2-(2-methoxypyridin-3-yl)pyrazolo[1,5-a]pyrimidine ClC1=CC=C(CN2CC(CCC2)C=2C(=NN3C2N=CC=C3)C=3C(=NC=CC3)OC)C=C1